CNCCS(=O)(=O)O N-methyltaurine